[Sb](=O)(F)(F)F.C1(=CC=CC=C1)[SH+]C1=CC=CC=C1 diphenylsulfonium trifluoroantimonate